(3R)-3-(tert-butoxycarbonylamino)-5-[[4-(4-methoxyphenyl)phenyl]methyl]-4-oxo-2,3-dihydro-1,5-benzothiazepine-7-carboxylic acid C(C)(C)(C)OC(=O)N[C@H]1CSC2=C(N(C1=O)CC1=CC=C(C=C1)C1=CC=C(C=C1)OC)C=C(C=C2)C(=O)O